N[C@H](C(=O)O)CC1=CC=C(C=C1)OCC(NC[C@@H]([C@H]([C@@H]([C@@H](CO)O)O)O)O)=O (S)-2-amino-3-(4-(2-oxo-2-(((2S,3R,4R,5R)-2,3,4,5,6-pentahydroxyhexyl)amino)ethoxy)phenyl)propanoic acid